BrC=1C=CC(=C2C=CN=NC12)N1CCC(CC1)N(C(OC(C)(C)C)=O)C1CC1 tert-butyl N-[1-(8-bromocinnolin-5-yl) piperidin-4-yl]-N-cyclopropylcarbamate